3-[6-fluoro-1-(2-methoxyethyl)indazol-5-yl]Imidazole-2-one hydrochloride Cl.FC1=C(C=C2C=NN(C2=C1)CCOC)N1C(NC=C1)=O